BrC1=C(SC=C1)CO (3-bromo-2-thienyl)methanol